eicosa-5,11,14,17-tetraenoic acid C(CCCC=CCCCCC=CCC=CCC=CCC)(=O)O